C1C[C@H](CN(C1)CC2=CC=CC=C2)O (R)-(-)-1-benzyl-3-hydroxypiperidine